C[C@H](CC[C@@H](C(C)C)O)CC(=O)[O-] The molecule is a hydroxy fatty acid anion that is the conjugate base of (3R,6S)-6-hydroxy-3,7-dimethyloctanoic acid, arising from deprotonation of the carboxy group; major species at pH 7.3. It is a conjugate base of a (3R,6S)-6-hydroxy-3,7-dimethyloctanoic acid.